NC1=NC=2C=NC(=CC2C2=C1COC2)C(=O)N(C)[C@@H](C2=NC=C(C=C2)C(F)(F)F)C2CC2 4-amino-N-((R)-cyclopropyl(5-(trifluoromethyl)-2-pyridinyl)methyl)-N-methyl-1,3-dihydrofuro[3,4-c][1,7]naphthyridine-8-carboxamide